4-hydroxy-N-[7-methoxy-4-(1-methyl-1H-indazol-5-yl)-1H-1,3-benzodiazol-2-yl]-4-methylpiperidine-1-carboxamide OC1(CCN(CC1)C(=O)NC1=NC2=C(N1)C(=CC=C2C=2C=C1C=NN(C1=CC2)C)OC)C